acetyl-coa phosphate P(=O)(O)(O)O.C(C)(=O)SCCNC(CCNC([C@@H](C(COP(OP(OC[C@@H]1[C@H]([C@H]([C@@H](O1)N1C=NC=2C(N)=NC=NC12)O)OP(=O)(O)O)(=O)O)(=O)O)(C)C)O)=O)=O